5-(2,2-Difluorocyclopropyl)-4-(hydroxymethyl)-7-methyl-1H-indole-1-carboxylic acid tert-butyl ester C(C)(C)(C)OC(=O)N1C=CC2=C(C(=CC(=C12)C)C1C(C1)(F)F)CO